C1(=CC=C(C=C1)C(C)NS(=O)(=O)C1=CC=C(C=C1)N1N=C(C=C1C1=CC=C(C=C1)C)C(F)(F)F)C1=CC=CC=C1 N-(1-([1,1'-biphenyl]-4-yl)ethyl)-4-(5-(p-tolyl)-3-(trifluoromethyl)-1H-pyrazol-1-yl)benzenesulfonamide